CS(=O)(=O)OC1=CC=CC=2COCOCC21 1,5-dihydro-2,4-benzodioxepin-6-yl methanesulfonate